O=C1NC(CCC1C1=NN(C2=CC(=CC=C12)N1CC2(C1)CN(CCC2)C(=O)OC(C)(C)C)C)=O tert-butyl 2-(3-(2,6-dioxopiperidin-3-yl)-1-methyl-1H-indazol-6-yl)-2,6-diazaspiro[3.5]nonane-6-carboxylate